Cl.COC=1C=C(C=CC1OC)C=1NC2=CC=C(C=C2C1CC(F)(F)F)C1CCNCC1 2-(3,4-dimethoxyphenyl)-5-(piperidin-4-yl)-3-(2,2,2-trifluoroethyl)-1H-indole hydrochloride